CC1CC(C=2N=C(N=C(C2O1)N1[C@@H](COCC1)C)C1=C2C(=NC=C1)NC=C2)(S(=O)(=O)C)C 6,8-dimethyl-4-((R)-3-methylmorpholino)-8-(methylsulfonyl)-2-(1H-pyrrolo[2,3-b]pyridin-4-yl)-7,8-dihydro-6H-pyrano[3,2-d]pyrimidine